5-(methylsulfonyl)furan-2-carboxamide CS(=O)(=O)C1=CC=C(O1)C(=O)N